C(C)(C)(C)OC(=O)N1C[C@H](CCC1)NC=1N=CC2=CC(=NC(=C2C1)NC(C)C)C#N (S)-3-((7-cyano-5-(isopropylamino)-2,6-naphthyridin-3-yl)amino)piperidine-1-carboxylic acid tert-butyl ester